2-[4-(4-chlorophenyl)-1,2-oxazol-5-yl]-5-ethoxyphenol ClC1=CC=C(C=C1)C=1C=NOC1C1=C(C=C(C=C1)OCC)O